4-ethoxycarbonyl-N,N-dimethylaniline C(C)OC(=O)C1=CC=C(N(C)C)C=C1